CC1=C2NCCN(C2=CC=C1)C=1C(N2CCOCCOC=3C=CC=C(NC4=NC=C(C1)C2=N4)C3)=O 16-(5-methyl-3,4-dihydro-2H-quinoxalin-1-yl)-8,11-dioxa-2,14,20,21-tetrazatetracyclo[12.6.2.13,7.018,22]tricosa-1(20),3,5,7(23),16,18,21-heptaen-15-one